N=1N=C(N2C1C=CC=C2)[C@@H]2C[C@@H](CCC2)NC2=NC=C(C(=N2)OC2CCC2)C(F)(F)F N-((1R,3S)-3-([1,2,4]triazolo[4,3-a]pyridin-3-yl)cyclohexyl)-4-cyclobutoxy-5-(trifluoromethyl)pyrimidin-2-amine